C(CCC)OCCOCCOC=C(C)C1=CC(=CC=C1)C(=COCCOCCOCCCC)C 1,3-bis(1-(2-(2-butoxyethoxy)ethoxy)prop-1-en-2-yl)benzene